C(C1=CC=CC=C1)OC1=CC=C(C=C1)CCC#CC=1SC=CN1 2-(4-(4-(benzyloxy)phenyl)but-1-yn-1-yl)thiazole